COC(=O)C1=CC=2N(C=C1)C(=C(N2)C2=CC(=C(C=C2)CC(C)C)F)CC 3-Ethyl-2-(3-fluoro-4-isobutylphenyl)imidazo[1,2-a]Pyridine-7-carboxylic acid methyl ester